BrC=1C(=C(C(=NC1)N1CCCCC1)C#N)C1=CC(=C(C=C1)C#N)F 1-(5-bromo-3-cyano-4-(4-cyano-3-fluorophenyl)pyridin-2-yl)piperidine